C(C)(C)(C)OC(=O)N1C[C@@H](N(CC1)CC=1SC(=NN1)C)C (S)-3-methyl-4-((5-methyl-1,3,4-thiadiazol-2-yl)methyl)piperazine-1-carboxylic acid tert-butyl ester